Tert-butyl 3-(2-amino-7-bromo-3-cyano-8-fluoroquinolin-4-yl)-5,6-dihydropyridine-1(2H)-carboxylate NC1=NC2=C(C(=CC=C2C(=C1C#N)C=1CN(CCC1)C(=O)OC(C)(C)C)Br)F